OSS[O-] The molecule is a sulfur oxoanion and an inorganic disulfide. It is a conjugate base of a disulfanediol. It is a conjugate acid of a disulfanediolate(2-).